FC1=C(C=CC=C1)C1(CCNCC1)C(=O)OC methyl 4-(2-fluorophenyl)piperidine-4-carboxylate